C[Si](OC1=CC=C(C=C1)CC1OCC(O1)C=O)(C)C 2-({4-[(trimethylsilyl)oxy]phenyl}methyl)-1,3-dioxolane-4-carbaldehyde